1,5-dimethyl-dodecahydropyrrolo[3,2-e]indole CC1CNC2C1C1CCNC1C(C2)C